Tert-butyl (4-((ethyl((2S,3R,4R,5R)-2,3,4,5,6-pentahydroxyhexyl)amino)methyl)benzyl)carbamate C(C)N(C[C@@H]([C@H]([C@@H]([C@@H](CO)O)O)O)O)CC1=CC=C(CNC(OC(C)(C)C)=O)C=C1